NC1=C(C=2N(C=C1C(=O)OCC)C(=NN2)C)C2=C(C(=CC=C2)OC)C ethyl 7-amino-8-(3-methoxy-2-methylphenyl)-3-methyl-[1,2,4]triazolo[4,3-a]pyridine-6-carboxylate